3-(4-cyclopropylnaphthalen-1-yl)pyridine-2,3-diamine C1(CC1)C1=CC=C(C2=CC=CC=C12)C1(C(N=CC=C1)N)N